N[C@@H]1C2=CC=CC=C2CC12CCN(CC2)C=2NC(C1=C(N2)NN=C1C1=CC(CC2=NC3=CC=CC=C3C=C12)(C)C)=O (S)-6-(1-amino-1,3-dihydrospiro[indene-2,4'-piperidine]-1'-yl)-3-(3,3-dimethyl-3,4-dihydroacridin-1-yl)-1,5-dihydro-4H-pyrazolo[3,4-d]pyrimidin-4-one